C(C=C)(=O)O.C(C=C)(=O)O.C(C=C)(=O)O.C(O)C(CC)(CO)CO tri-Methylolpropane triacrylate